uranium(IV) oxalate C(C(=O)[O-])(=O)[O-].[U+4].C(C(=O)[O-])(=O)[O-]